CC(C)C1=CC=CC=C1 2-methyl-2-phenylethane